methyl (2R)-2-[2-fluoro-6-nitro-4-(trifluoromethyl)phenoxy]propanoate FC1=C(O[C@@H](C(=O)OC)C)C(=CC(=C1)C(F)(F)F)[N+](=O)[O-]